ClC1=C(C=C2C=C(N=CC2=C1)NC(=O)C1COC(CC1)C(F)(F)F)C1CCN(CC1)[C@]1(COC[C@H]1O)C (2R,5S)-N-(7-chloro-6-(1-((3S,4S)-4-hydroxy-3-methyltetrahydrofuran-3-yl)piperidin-4-yl)isoquinolin-3-yl)-6-(trifluoromethyl)tetrahydro-2H-pyran-3-carboxamide